ClC1=CC(=C(CSC=2N(C(C3=C(N2)N=CS3)=O)C3=CC(=C(C(=C3)F)O)F)C=C1)F 5-((4-Chloro-2-fluorobenzyl)thio)-6-(3,5-difluoro-4-hydroxyphenyl)thiazolo[4,5-d]-pyrimidin-7(6H)-one